FC(C=1C=C(C=CC1C(F)(F)F)NC(NCCCCOCCCCCCC(=O)O)=O)(F)F 7-(4-(3-(3,4-bis(trifluoromethyl)phenyl)ureido)butoxy)heptanoic acid